[Si](C)(C)(C(C)(C)C)OCC(CO)(CO)CO 2-(((tert-Butyldimethylsilyl)oxy)methyl)-2-(hydroxymethyl)propane-1,3-diol